copper phenyl phosphate P(=O)(OC1=CC=CC=C1)([O-])[O-].[Cu+2]